(S)-4,5-Dimethyl-2-(((6-((6-(trifluoromethyl)pyridin-3-yl)thio)pyridin-3-yl)methyl)amino)-4,5,9,10-Tetrahydro-6H,8H-pyrido[3,2,1-de]pteridin-6-one CN1[C@H](C(N2C3=C(N=C(N=C13)NCC=1C=NC(=CC1)SC=1C=NC(=CC1)C(F)(F)F)CCC2)=O)C